silver-silicon oxide [Si]=O.[Ag]